N-(5-(((1r,4r)-4-((tert-butyldimethylsilyl)oxy)cyclohexyl)methoxy)-1,3,4-thiadiazol-2-yl)-2'-chloro-5'-methoxy-6-methyl-[4,4'-bipyridine]-3-carboxamide [Si](C)(C)(C(C)(C)C)OC1CCC(CC1)COC1=NN=C(S1)NC(=O)C=1C=NC(=CC1C1=CC(=NC=C1OC)Cl)C